4-(1,4-oxazinan-3-yl)benzene-1-carbonitrile O1CC(NCC1)C1=CC=C(C=C1)C#N